BrC1=C(C(=C(C=C1)F)F)F 1-bromo-2,3,4-trifluorobenzene